C(=O)(O)C=1C(=C(C=CC1)C(C)(C)C1=C(C(=CC=C1)C(=O)O)C(=O)O)C(=O)O bis(dicarboxyphenyl)-propane